methyl 5-carbamoyl-2-[2-(4,4-difluorocyclohexyl)-3-quinolyl]-4-oxo-1H-1,6-naphthyridine-3-carboxylate C(N)(=O)C1=C2C(C(=C(NC2=CC=N1)C=1C(=NC2=CC=CC=C2C1)C1CCC(CC1)(F)F)C(=O)OC)=O